C(C=C)C12CN(CC(CC1)N2)C(=O)O.C[C@@]2(N(CCC2)C(=O)OC(C)(C)C)C(=O)O methyl-N-boc-proline allyl-3,8-diazabicyclo[3.2.1]octane-3-carboxylate